OC1N(CCC1)C(=O)[O-] hydroxy-pyrrolidine-1-carboxylate